7-amino-2-(2-bromoallyl)-4-[1-[(4-methoxyphenyl)methyl]-3-phenyl-indazol-5-yl]isoindolin-1-one NC=1C=CC(=C2CN(C(C12)=O)CC(=C)Br)C=1C=C2C(=NN(C2=CC1)CC1=CC=C(C=C1)OC)C1=CC=CC=C1